(E)-1-(2,4-Dihydroxyphenyl)-3-[3-[(2,3-dimethylphenoxy)methyl]-4-methoxyphenyl]prop-2-en-1-one OC1=C(C=CC(=C1)O)C(\C=C\C1=CC(=C(C=C1)OC)COC1=C(C(=CC=C1)C)C)=O